BUTEN-2-ONE CC(C=C)=O